OCC1(NCCC2C3=CC=CC=C3N=C12)CO (3S)-1,1-dihydroxymethyl-tetrahydro-beta-carboline